pyrazin-1-ium-1-ol [N+]1(=CC=NC=C1)O